C1CNCCC2=C1C=CC=C2 TETRAHYDRO-BENZO[D]AZEPINE